C(C)(C)(C)OC(=O)N1CCC(CC1)N1N=CC(=C1)C=1C=NC(=C(C1)C=1OC(=NN1)C1=C(C=CC=C1Cl)Cl)N 4-(4-(6-amino-5-(5-(2,6-dichlorophenyl)-1,3,4-oxadiazol-2-yl)pyridin-3-yl)-1H-pyrazol-1-yl)piperidine-1-carboxylic acid tert-butyl ester